NC1=CC(=C(OC2=CC=C(C=C2)C2(CCCCC2)C2=CC=C(C=C2)OC2=C(C=C(C=C2)N)C(F)(F)F)C=C1)C(F)(F)F 1,1-bis[4'-(4''-amino-2''-trifluoromethylphenoxy)Phenyl]cyclohexane